2,4-Dimethylcyclopent-4-ene CC1CC=C(C1)C